C(\C=C/C(=O)O)(=O)NN maleinic acid hydrazid